Benzyl (((1S,6R,7R)-7-(2,6-difluorophenyl)-3-azabicyclo[4.1.0]heptan-7-yl)methyl)carbamate hydrochloride Cl.FC1=C(C(=CC=C1)F)[C@]1([C@@H]2CCNC[C@H]12)CNC(OCC1=CC=CC=C1)=O